O=C1OC(CC1C1CC2C(C(OC2=O)=O)C2=CC=CC=C12)=O 1,3,3a,4,5,9b-hexahydro-5-(tetrahydro-2,5-dioxo-3-furanyl)-naphtho[1,2-c]-furan-1,3-dione